9,9-dibutoxynonyltrimethylphenyl-phosphonium iodide [I-].C(CCC)OC(CCCCCCCCC1=C(C=CC=C1)[P+](C)(C)C)OCCCC